ClC=1C=CC(=NC1OCC1=C(C=C(C=C1)Cl)F)C1=CC(=C(C=2CCOC21)CC2=NC1=C(N2C[C@H]2OCC2)C=C(C=C1OC)C(=O)O)F (S)-2-((7-(5-chloro-6-((4-chloro-2-fluorobenzyl)oxy)pyridin-2-yl)-5-fluoro-2,3-dihydrobenzofuran-4-yl)methyl)-4-methoxy-1-(oxetan-2-ylmethyl)-1H-benzo[d]imidazole-6-carboxylic acid